2-amino-3-(quinolin-3-yl)propanoic acid NC(C(=O)O)CC=1C=NC2=CC=CC=C2C1